t-butyl (2-(3,5-dichloro-4-((4'-chloro-2'-oxospiro[cyclopropane-1,3'-indolin]-5'-yl)oxy)phenyl)-3,5-dioxo-2,3,4,5-tetrahydro-1,2,4-triazin-6-yl)carbamate ClC=1C=C(C=C(C1OC=1C(=C2C3(C(NC2=CC1)=O)CC3)Cl)Cl)N3N=C(C(NC3=O)=O)NC(OC(C)(C)C)=O